C(N)(=N)C=1C=C(C=CC1)CC(C=1SC2=C(N1)C=CC(=C2)OC)NS(=O)(=O)C=2C=C(NC(CNC(OC(C)(C)C)=O)=O)C=CC2 tert-butyl N-[2-[3-[[2-(3-carbamimidoylphenyl)-1-(6-methoxy-1,3-benzothiazol-2-yl)ethyl]sulfamoyl]anilino]-2-oxo-ethyl]carbamate